2-(isobutoxyethylphosphinyl)-benzoic acid isobutyl ester C(C(C)C)OC(C1=C(C=CC=C1)P(=O)CCOCC(C)C)=O